ClC=1C=C(C=C(C1)C=1N(N=C2[C@@H](N(CCC21)C(=O)C2=NN(C=N2)C=2C(=NC=C(C2)Cl)O)C)C)C2(CC2)NS(=O)(=O)C N-[1-[3-chloro-5-[(7S)-6-[1-(5-chloro-2-hydroxy-3-pyridinyl)-1,2,4-triazole-3-carbonyl]-2,7-dimethyl-5,7-dihydro-4H-pyrazolo[3,4-c]pyridin-3-yl]phenyl]cyclopropyl]methanesulfonamide